γ-(3-methyl-benzyl)-proline CC=1C=C(CC2C[C@H](NC2)C(=O)O)C=CC1